(4-bromo-2-formyl-3-methyl-phenyl)boronic acid BrC1=C(C(=C(C=C1)B(O)O)C=O)C